NC1=[NH+]C(=CC(=N1)N1CCC(CC1)[NH3+])C 2-amino-4-(4-ammoniopiperidin-1-yl)-6-methylpyrimidin-1-ium